4,5-difluoro-1H-benzimidazole FC1=C(C=CC=2NC=NC21)F